NC1=NC(=NO1)NCCCN(CCCCCCCC(=O)OCCC(CCCC)CCCC)CCCCCCCC(OC(CCCCCCC)CCCCCCC)=O 3-Butylheptyl 8-((3-((5-amino-1,2,4-oxadiazol-3-yl)amino)propyl)(8-oxo-8-(pentadecan-8-yloxy)octyl)amino)octanoate